ClC1=C(C=CC(=C1)F)C(=O)N1CC2(CN(C2)C(=O)N2CC3(C2)CC(C3)N3N=C(N=C3)C3CC3)C1 (2-chloro-4-fluoro-phenyl)-[2-[6-(3-cyclopropyl-1,2,4-triazol-1-yl)-2-azaspiro[3.3]heptane-2-carbonyl]-2,6-diazaspiro[3.3]heptan-6-yl]methanone